[6-(3-methoxypyrrolidin-1-yl)pyridin-3-yl]methanone COC1CN(CC1)C1=CC=C(C=N1)C=O